ClC1=C(C(=O)NCC(N2CCC(CC2)OC2=NC(=NC=C2C)F)C2=C(N=CS2)C(F)F)C(=CC=C1)F 2-Chloro-N-{2-[4-(difluoromethyl)-1,3-thiazol-5-yl]-2-{4-[(2-fluoro-5-methylpyrimidin-4-yl)oxy]piperidin-1-yl}ethyl}-6-fluorobenzamid